C(C1=CC=CC=C1)N1CCC(CC1)CCNC(=O)C1=CC=C(O1)C1=C(OC2CCN(CC2)C(=O)[O-])C=CC=C1 4-(2-(5-((2-(1-Benzylpiperidin-4-yl)ethyl)carbamoyl)furan-2-yl)phenoxy)piperidine-1-carboxylate